3-((2-methyl-6-(3-methyl-4-((((R)-1-(o-tolyl)ethoxy)carbonyl)amino)isoxazol-5-yl)pyridin-3-yl)oxy)cyclohexanecarboxylic acid CC1=NC(=CC=C1OC1CC(CCC1)C(=O)O)C1=C(C(=NO1)C)NC(=O)O[C@H](C)C1=C(C=CC=C1)C